C(C)(C)(C)C1=NN=C(O1)C(=O)NC1C2=C(CN(CC1)CC(C)(C)O)C=C(C=C2)C2=NC(=NC=C2)NC=2C=NN(C2)C 5-(tert-butyl)-N-(2-(2-hydroxy-2-methylpropyl)-8-(2-((1-methyl-1H-pyrazol-4-yl)amino)pyrimidin-4-yl)-2,3,4,5-tetrahydro-1H-benzo[c]azepin-5-yl)-1,3,4-oxadiazole-2-carboxamide